ClC1=C(C=CC(=C1)Cl)N1CCNCC1 1-(2,4-dichlorophenyl)piperazine